C(=C\C1=CC=C(C=C1S(=O)(=O)[O-])NS(=O)(=O)C1=CC=C(C=C1)C)/C1=CC=C(C=C1S(=O)(=O)[O-])NS(=O)(=O)C1=CC=C(C=C1)C.[Na+].[Na+] sodium (E)-6,6'-(ethene-1,2-diyl)bis(3-((4-methylphenyl)sulfonamido)benzenesulfonate)